COC1=CC=C(C=C1)C1=CC=C(C=C1)C(=O)N([C@H]1CNCCC1)C=1C=C2C(=CN1)N(C=C2)C (R)-4'-methoxy-N-(1-methyl-1H-pyrrolo[2,3-c]pyridin-5-yl)-N-(piperidin-3-yl)-[1,1'-biphenyl]-4-carboxamide